2-isopropyl-2,4-thiazolidinedicarboxylic acid 2-ethyl ester CCOC(=O)C1(SCC(N1)C(=O)O)C(C)C